CN1C=C(C=2C1=NC=C(C2)C(=O)O)C 1,3-dimethylpyrrolo[2,3-b]pyridine-5-carboxylic acid